NCCCC azapentane